C(#C)C1(CC(CC1)(C)C)O 1-ethynyl-3,3-dimethyl-cyclopentan-1-ol